4-(((1s,4r)-4-(4-(benzyloxy)butyl)cyclohexyl)oxy)-1-bromo-2-methylbenzene C(C1=CC=CC=C1)OCCCCC1CCC(CC1)OC1=CC(=C(C=C1)Br)C